(S)-2-fluoro-1-phenylethyl (4-(4-((methoxycarbonyl)amino)phenyl)-1-methyl-1H-1,2,3-triazol-5-yl)carbamate COC(=O)NC1=CC=C(C=C1)C=1N=NN(C1NC(O[C@H](CF)C1=CC=CC=C1)=O)C